BrC=1C=CC(=NC1C)C1=C(C(=NO1)C)CNC1=NC=CC(=N1)C1=NC=CC=C1 N-((5-(5-bromo-6-methylpyridin-2-yl)-3-methylisoxazol-4-yl)methyl)-4-(pyridin-2-yl)pyrimidin-2-amine